3-(2-(1-methyl-1H-indol-3-yl)-5,5-diphenyltetrahydrofuran-2-yl)benzonitrile CN1C=C(C2=CC=CC=C12)C1(OC(CC1)(C1=CC=CC=C1)C1=CC=CC=C1)C=1C=C(C#N)C=CC1